C12(CC(C1)C2)CNCC2=CC1=NC=C(C=C1N2)CNC(=O)C=2N=C1N(C(C2)=O)C=CC=C1 N-[(2-{[({bicyclo[1.1.1]pentan-1-yl}methyl)amino]methyl}-1H-pyrrolo[3,2-b]pyridin-6-yl)methyl]-4-oxo-4H-pyrido[1,2-a]pyrimidine-2-carboxamide